FC(C1=CC=C(C=C1)S(=O)(=NC1=CC=C(C=C1)C1=NOC(=N1)C(F)(F)F)C)F (4-(difluoromethyl)phenyl)(methyl)((4-(5-(trifluoromethyl)-1,2,4-oxadiazol-3-yl)phenyl)imino)-λ6-sulfanone